[H][H] Molecular hydrogen